N-(2-(Tert-butyl)oxazol-5-yl)-2-fluoro-5-(3-fluoro-2-methyl-8-morpholinoimidazo[1,2-a]pyridin-6-yl)-4-methylbenzamide C(C)(C)(C)C=1OC(=CN1)NC(C1=C(C=C(C(=C1)C=1C=C(C=2N(C1)C(=C(N2)C)F)N2CCOCC2)C)F)=O